FC1=C(C(=O)O)C=CC=C1N(CC1CC1)C(C1=C(C=C(C=C1)C#N)C)=O 2-fluoro-3-[N-(cyclopropylmethyl)-2-methyl-4-cyanobenzoylamino]benzoic acid